tert-butyl ((1R,5S,6s)-3-((1-(4-((2,6-dioxopiperidin-3-yl)amino)phenyl)piperidin-4-yl)methyl)-3-azabicyclo[3.1.0]hexan-6-yl)carbamate O=C1NC(CCC1NC1=CC=C(C=C1)N1CCC(CC1)CN1C[C@@H]2C([C@@H]2C1)NC(OC(C)(C)C)=O)=O